COC1=CC=C(C=C1)C(N1CCC(CC1)O)C1CCNCC1 1-((4-methoxyphenyl)(piperidin-4-yl)methyl)piperidin-4-ol